benzyl ((benzyloxy)carbonyl)-L-homoserinate C(C1=CC=CC=C1)OC(=O)N[C@@H](CCO)C(=O)OCC1=CC=CC=C1